methyl 4-cyclopropyl-3-(N-(4-fluoro-5-(isothiazol-5-yl)-2-(pyrrol-1-yl)phenyl)sulfamoyl)benzoate C1(CC1)C1=C(C=C(C(=O)OC)C=C1)S(NC1=C(C=C(C(=C1)C1=CC=NS1)F)N1C=CC=C1)(=O)=O